IC=1C=C(C=CC1)C(C(=O)NN)(CCCCC(C#C)(C)C)C 2-(3-iodophenyl)-2,7,7-trimethylnon-8-ynehydrazide